C(C)(C)S(=O)(=O)N1CC(CCC1)O 1-(isopropylsulfonyl)piperidin-3-ol